1-decanesulfonic acid C(CCCCCCCCC)S(=O)(=O)O